CC(CCCCCCCCCC)CCCCCC(CCCCCCCCCCCCCC)C 11,17-dimethylhentriacontane